C1(CC1)COC1=CC=C(C=N1)B1OC(C)(C)C(C)(C)O1 6-(cyclopropylmethoxy)pyridine-3-boronic acid pinacol ester